CC1=CC(=NC(=C1)C)[C@@H](C)N (R)-1-(4,6-dimethylpyridin-2-yl)ethan-1-amine